N-(2-aminoethyl)-3-aminopropyl-silanetriol NCCNCCC[Si](O)(O)O